FC(CO)(C(C(F)(F)F)F)F 2,2,3,4,4,4-hexafluorobutan-1-ol